4,4-Difluoro-2-(4-fluorophenyl)-N-[4-(5'-methyl-4'-oxo-3'-phenyl-1',4',5',7'-tetrahydrospiro-[cyclopropan-1,6'-pyrrolo[3,2-c]pyridin]-2'-yl)pyridin-2-yl]butanamid FC(CC(C(=O)NC1=NC=CC(=C1)C1=C(C=2C(N(C3(CC2N1)CC3)C)=O)C3=CC=CC=C3)C3=CC=C(C=C3)F)F